N(=O)C=1NC2=CC=CC=C2C1 Nitrosoindole